3-chloro-1,5-dimethylpyridin-2(1H)-one ClC=1C(N(C=C(C1)C)C)=O